tri-tert-butyl (3R,10S,14S)-1-[(1r,4S)-4-(aminomethyl)cyclohexyl]-3-[(3,4-dihydro-2H-1-benzopyran-6-yl)methyl]-1,4,12-trioxo-2,5,11,13-tetraazahexadecane-10,14,16-tricarboxylate NCC1CCC(CC1)C(N[C@@H](C(NCCCC[C@H](NC(N[C@@H](CCC(=O)OC(C)(C)C)C(=O)OC(C)(C)C)=O)C(=O)OC(C)(C)C)=O)CC=1C=CC2=C(CCCO2)C1)=O